N-[3-[2-(3-aminopropylamino)ethylcarbamoylamino]propyl]-4-[[3-(2,3-difluoro-4-pyrimidin-4-yloxy-phenyl)imidazo[1,2-a]pyrazin-8-yl]amino]-2-ethyl-benzamide NCCCNCCNC(=O)NCCCNC(C1=C(C=C(C=C1)NC=1C=2N(C=CN1)C(=CN2)C2=C(C(=C(C=C2)OC2=NC=NC=C2)F)F)CC)=O